(S)-3-methyl-1,2,3,5,6,7-hexahydro-s-indacen-4-amine C[C@H]1CCC=2C=C3CCCC3=C(C12)N